FC1=CC(=C(C=C1)N1CN(C(C2=CC=C(C=C12)C(F)(F)F)=O)C=1C(=NC(=CC1)OC)NCCO)C 1-(4-fluoro-2-methylphenyl)-3-(2-((2-hydroxyethyl)amino)-6-methoxypyridin-3-yl)-7-(trifluoromethyl)-2,3-dihydroquinazolin-4(1H)-one